(2R,3S,5R)-5-(2-amino-6-thioxo-1,6-dihydro-9H-purin-9-yl)-2-(hydroxymethyl)tetrahydrofuran-3-yl pivalate C(C(C)(C)C)(=O)O[C@@H]1[C@H](O[C@H](C1)N1C=2N=C(NC(C2N=C1)=S)N)CO